C(#N)[C@@H](C[C@@H]1C(NCC1)=O)NC(=O)[C@H]1N([C@H]2CC([C@@H]1CC2)(F)F)C([C@H](CC2CCC2)NC(C(F)(F)F)=O)=O (1R,3S,4R)-N-((R)-1-cyano-2-((R)-2-oxopyrrolidin-3-yl)ethyl)-2-((S)-3-cyclobutyl-2-(2,2,2-trifluoroacetamido)propanoyl)-5,5-difluoro-2-azabicyclo[2.2.2]octane-3-carboxamide